di(isononyl) 1,2-cyclohexanedicarboxylate C1(C(CCCC1)C(=O)OCCCCCCC(C)C)C(=O)OCCCCCCC(C)C